1-tert-butoxycarbonyl-4-hydroxypiperidine C(C)(C)(C)OC(=O)N1CCC(CC1)O